(3S)-1-cyano-N-(5-((2,6-dimethylmorpholino)methyl)thiazol-2-yl)pyrrolidine-3-carboxamide C(#N)N1C[C@H](CC1)C(=O)NC=1SC(=CN1)CN1CC(OC(C1)C)C